COCC1(CCC(CC1)C=1C(=NN2C1CN(CC2)C(=O)C21CC(C2)(C1)F)CN(CCNC)C)COC (3-(4,4-bis(methoxymethyl)-cyclohexyl)-2-((methyl(2-(methylamino)ethyl)amino)-methyl)-6,7-dihydropyrazolo-[1,5-a]pyrazin-5(4H)-yl)(3-fluorobicyclo[1.1.1]pentan-1-yl)methanone